N,N-dimethyl-N-methacrylamidopropyl-N-(3-sulfopropyl)-ammonium C[N+](CCCS(=O)(=O)O)(CCCNC(C(=C)C)=O)C